C1(CCCCC1)N.C1(=CC=CC2=CC=CC=C12)S(=O)(=O)N[C@@H](C)C(=O)O naphthalenesulfonyl-L-alanine cyclohexylamine salt